3-(5,7-Difluoro-4-oxo-6-(p-tolylethynyl)-1,4-dihydroquinolin-2-yl)-4-(methylsulfonyl)benzonitrile FC1=C2C(C=C(NC2=CC(=C1C#CC1=CC=C(C=C1)C)F)C=1C=C(C#N)C=CC1S(=O)(=O)C)=O